(E)-tert-butyl 3-(4-(dimethylamino)-2-oxobut-3-enyl)azetidine-1-carboxylate CN(/C=C/C(CC1CN(C1)C(=O)OC(C)(C)C)=O)C